(2S)-4-(5-aminopyrazin-2-yl)2-methylpiperazine-1-carboxylic acid tert-butyl ester C(C)(C)(C)OC(=O)N1[C@H](CN(CC1)C1=NC=C(N=C1)N)C